NC1=NC=NN2C1=C(C=C2C2CCNCC2)C2=C(C=C(C=C2)C2=C(C(N(C=C2)C2=CC=C(C=C2)F)=O)C(=O)N)F [4-(4-amino-7-piperidin-4-ylpyrrolo[2,1-f][1,2,4]triazin-5-yl)-3-fluorophenyl]-1-(4-fluorophenyl)-2-oxo-1,2-dihydropyridine-3-carboxamide